N-methyl-formamidoadenosine CNC=1C=2N=CN([C@]3([C@H](O)[C@H](O)[C@@H](CO)O3)NC=O)C2N=CN1